Cl.FC(C1=CC=CC(=N1)NC(=O)C1=CC2=CN(N=C2C=C1OC1CC(C1)OC)C1CCOCC1)F N-(6-(difluoromethyl)pyridin-2-yl)-6-((1r,3r)-3-methoxycyclobutoxy)-2-(tetrahydro-2H-pyran-4-yl)-2H-indazole-5-carboxamide hydrochloride